CN(C=1N=NN(C1)CC(=O)N1[C@@H](C[C@H](C1)F)C(=O)N[C@@H](C1=CC=CC=C1)C1=NC(=C(C=C1)C(C)C)F)C (2S,4R)-1-{2-[4-(dimethylamino)-1H-1,2,3-triazol-1-yl]acetyl}-4-fluoro-N-[(S)-[6-fluoro-5-(propan-2-yl)pyridin-2-yl](phenyl)methyl]pyrrolidine-2-carboxamide